(S)-6-((S)-(3-bromophenyl)(4-fluorophenyl)methyl)-11-hydroxy-5,6-dihydro-10H-imidazo[2',1':3,4]pyrazino[1,2-b]pyridazin-10-one BrC=1C=C(C=CC1)[C@@H]([C@H]1CN2C(C=3N1N=CC(C3O)=O)=NC=C2)C2=CC=C(C=C2)F